4-fluoro-N-(1-(((1r,4r)-4-(6-fluoroquinolin-4-yl)cyclohexyl)methyl)cyclopropyl)benzamide FC1=CC=C(C(=O)NC2(CC2)CC2CCC(CC2)C2=CC=NC3=CC=C(C=C23)F)C=C1